C1(=CC=C(C=C1)C1=NC(=CC(=N1)N)N)C (p-tolyl)pyrimidine-4,6-diamine